C(C(C)C)[N-]C(=O)O N-iso-butylcarboxyamide